4H-chromen-4-one trihydrochloride Cl.Cl.Cl.O1C=CC(C2=CC=CC=C12)=O